O=C1NC(CC1N1C(C2=CC=CC=C2C1=O)=O)=O 2-(2,5-dioxopyrrolidin-3-yl)isoindoline-1,3-dione